O[C@@]12C(=NC3=CC(=C(C=C3C1=O)C)C)N(CC2)C2=CC1=C(NCCOC1)C=C2 (S)-3a-Hydroxy-6,7-dimethyl-1-(1,2,3,5-tetrahydrobenzo[e][1,4]oxazepin-7-yl)-1,2,3,3a-tetrahydro-4H-pyrrolo[2,3-b]quinolin-4-one